phenyl (perfluorovinyl) sulfide FC(=C(F)F)SC1=CC=CC=C1